O1NCCC1 Oxazolane